ClC=1C=C2C=NN(C2=C(C1)C(=O)OC)CC=1SC(=NN1)C1=CC=CC=C1 Methyl 5-chloro-1-((5-phenyl-1,3,4-thiadiazol-2-yl) methyl)-1H-indazole-7-carboxylate